pyridin-3-yl-picolinamide N1=CC(=CC=C1)C=1C(=NC=CC1)C(=O)N